Thiol-Amin S1C(=CC=C1)N